CC1=C(OC2C3C4=C(C2CC3)C=C(C=C4)OC4=C(C=C(C=C4)N)C)C=CC(=C1)N 3,6-bis(2-methyl-4-aminophenoxy)benzonorbornene